(S)-4-(4-(4-(1-(pent-3-yl)-1H-pyrazol-4-yl)pyrazolo[1,5-a]pyrazin-6-yl)-1H-pyrazol-1-yl)butane-1,2-diol CCC(CC)N1N=CC(=C1)C=1C=2N(C=C(N1)C=1C=NN(C1)CC[C@@H](CO)O)N=CC2